N-(adamantan-1-yl)-4-(1-butyl)-7-dibenzylphosphoryloxy-4,5-dihydro-2-ethyl-5-oxo-2H-pyrazolo[4,3-b]pyridin-6-carboxamide C12(CC3CC(CC(C1)C3)C2)NC(=O)C2=C(C=3C(N(C2=O)CCCC)=CN(N3)CC)OP(=O)(CC3=CC=CC=C3)CC3=CC=CC=C3